3-(benzenesulfonyl)-1,2,5-oxadiazol-2-oxide C1(=CC=CC=C1)S(=O)(=O)C1=[N+](ON=C1)[O-]